(3-((6,7-dichloro-2,2-dioxido-4,9-dihydro-[1,2,6]thiadiazino[4,3-g]indol-3(1H)-yl)methyl)piperidin-1-yl)-5-methoxypentan-1-one ClC=1C=2C(=CNC2C2=C(C1)CN(S(N2)(=O)=O)CC2CN(CCC2)C(CCCCOC)=O)Cl